2-[2-(tert-butoxy)ethyl]-6-(2,5-dichloropyrimidin-4-yl)-2,3-dihydro-1H-isoindol-1-one C(C)(C)(C)OCCN1C(C2=CC(=CC=C2C1)C1=NC(=NC=C1Cl)Cl)=O